C(C1=CC=CC=C1)SC1=NN(N=C1)C1CC1 4-(benzylthio)-2-cyclopropyl-2H-1,2,3-triazole